(2R,3S,5R)-5-(6-amino-2-fluoro-9H-purin-9-yl)-2-ethynyl-2-{[(2-propylpentanoyl)oxy] methyl}oxolan-3-yl heptanoate C(CCCCCC)(=O)O[C@@H]1[C@](O[C@H](C1)N1C2=NC(=NC(=C2N=C1)N)F)(COC(C(CCC)CCC)=O)C#C